N1C=NC=C1S(=O)(=O)N 1H-imidazole-5-sulfonamide